C1OC2=CC=C(CC(NC)C)C=C2O1 4-methylenedioxy-N-methyl-amphetamine